1-propanone phosphate P(=O)(O)(O)O.C(CC)=O